methyl 2-amino-3-methyl-butyrate NC(C(=O)OC)C(C)C